F[C@H]1C[C@@H](CNC1)NC1=NC=CC(=N1)C=1C(=NC=CC1)OC1=CC=C(C=C1)NC(=O)NC1=CC(=CC=C1)C(F)(F)F 1-(4-((3-(2-(((3S,5S)-5-Fluoropiperidin-3-yl)amino)pyrimidin-4-yl)pyridin-2-yl)oxy)phenyl)-3-(3-(trifluoromethyl)phenyl)urea